ClC1=CC=C(C(=N1)CN(C)C)C1CCOCC1 1-(6-Chloro-3-(tetrahydro-2H-pyran-4-yl)pyridin-2-yl)-N,N-dimethylmethylamine